2-(3,4-dimethoxyphenyl)-2,2-difluoro-1-(pyrrolidin-1-yl)ethan-1-one COC=1C=C(C=CC1OC)C(C(=O)N1CCCC1)(F)F